diethyl phenylphosphonate C1(=CC=CC=C1)P(OCC)(OCC)=O